FC(C1=NN=C(O1)C1=CC=C(CN2N=C(N=N2)C=2C=C(C(=CC2)NC)N)C=C1)F 4-(2-(4-(5-(difluoromethyl)-1,3,4-oxadiazol-2-yl)benzyl)-2H-tetrazol-5-yl)-N1-methylbenzene-1,2-diamine